C(C)OC1=C(C(=CC=C1)F)B(O)O (2-ethoxy-6-fluorophenyl)boronic acid